C(C)(C)(C)OC(=O)N1C[C@@H](OCC1)COC=1C=C(C(=O)O)C=C(C1)C=1SC(=CN1)Cl 3-[[(2R)-4-tert-butoxycarbonylmorpholin-2-yl]methoxy]-5-(5-chlorothiazol-2-yl)benzoic acid